1,6-anhydro-β-L-glucopyranose [C@@H]12[C@@H](O)[C@H](O)[C@@H](O)[C@@H](O1)CO2